3-bromo-2-ethyl-6-(4-fluorophenyl)-2H-indazole BrC=1N(N=C2C=C(C=CC12)C1=CC=C(C=C1)F)CC